C(CCCCCCCCCCCCCCCCCCC)(=O)OCC(CCCCCCCCCC)(CCCCCCCC)C 2-methyl-2-octyldodecyl icosanoate